N1(CC(C1)N1CCN(CC1)C1=NC=CC(=N1)COC1=CC=C(C=C1)C(C)(C)C=1C=C(C(=C(C#N)C1)OCCCl)Cl)C1CNC1 5-(2-(4-((2-(4-([1,3'-biazetidin]-3-yl)piperazin-1-yl)pyrimidin-4-yl)methoxy)phenyl)propan-2-yl)-3-chloro-2-(2-chloroethoxy)benzonitrile